C(OCC)(OC1=CC=C(C=C1)C(NC1=CC(=CC=C1)[C@H](C)NC1=CN=C2C(=N1)N(N=C2)C)=O)=O (S)-ethyl (4-((3-(1-((1-methyl-1H-pyrazolo[3,4-b]pyrazin-6-yl) amino)ethyl)phenyl)carbamoyl) phenyl) carbonate